COC1=CC=C(CN2N=CC=3C2=NC=CC3)C=C1 1-(4-methoxybenzyl)-1H-pyrazolo[3,4-b]pyridine